tert-butyl (3aS,6aR)-5-oxo-1,3,3a,4,6,6a-hexahydrocyclopenta[c]pyrrole-2-carboxylate O=C1C[C@H]2[C@H](CN(C2)C(=O)OC(C)(C)C)C1